C1N(CC2C1CCC2)S(=O)(=O)C2=CC(=C(C=C2)C2=CC=C1C(=N2)C(=NN1)N)C 5-(4-((hexahydrocyclopenta[c]pyrrol-2(1H)-yl)sulfonyl)-2-methylphenyl)-1H-pyrazolo[4,3-b]pyridin-3-amine